(E)-ethyl 4,4,4-trifluoro-2-(4-(6-fluoroquinolin-4-yl)cyclohex-3-en-1-yl)but-2-enoate FC(/C=C(/C(=O)OCC)\C1CC=C(CC1)C1=CC=NC2=CC=C(C=C12)F)(F)F